C1(CCCCCC1)CNC(=O)C1=CC2=C(NC=N2)C(=C1)F N-(cycloheptylmethyl)-7-fluoro-1H-benzimidazole-5-carboxamide